C(C)N(C=1C(=NC=CC1)CC)C1CCNCC1 N,2-diethyl-N-(piperidin-4-yl)pyridin-3-amine